tert-Butyl 3-(2-oxopropyl)piperidine-1-carboxylate O=C(CC1CN(CCC1)C(=O)OC(C)(C)C)C